ClC1=CC2=C(N(C(N=C2N2[C@H](CN(CC2)C(=O)OC(C)(C)C)C)=O)C2=C(C=CC=C2C=C)C(C)C)N=C1Cl (S)-tert-butyl 4-(6,7-dichloro-1-(2-isopropyl-6-vinylphenyl)-2-oxo-1,2-dihydropyrido[2,3-d]pyrimidin-4-yl)-3-methylpiperazine-1-carboxylate